6,7-dichloro-2,3-dihydrobenzo[b][1,4]dioxin-2-carboxylic acid ethyl ester C(C)OC(=O)C1COC2=C(O1)C=C(C(=C2)Cl)Cl